CN(C1(CN(CCC1)C(=O)OC(C)(C)C)C)C tert-butyl 3-(dimethylamino)-3-methyl-piperidine-1-carboxylate